COC1=CC=C(C2=C1NC(=N2)NC(=O)N2C[C@H](CC2)CN(C)C)C2CCOCC2 (R)-3-Dimethylaminomethyl-pyrrolidine-1-carboxylic acid [7-methoxy-4-(tetrahydro-pyran-4-yl)-1H-benzoimidazol-2-yl]-amide